[4-(3,6-dimethyloxy-9H-carbazol-9-yl)butyl]phosphonic acid COC=1C=CC=2N(C3=CC=C(C=C3C2C1)OC)CCCCP(O)(O)=O